C(N)(=O)C1=C2C(C=C(NC2=CC=N1)C1=CC(=C(C=C1C)C(C(=O)O)(C(F)(F)F)C)Cl)=O 2-[4-(5-carbamoyl-4-oxo-1H-1,6-naphthyridin-2-yl)-2-chloro-5-methyl-phenyl]-3,3,3-trifluoro-2-methyl-propanoic acid